chloro-4-methoxy-3-(3-methyloxetan-3-yl)pyridazine ClC=1C(=C(N=NC1)C1(COC1)C)OC